(E)-3-Bromo-5-(3-(dimethylamino)-3-oxoprop-1-en-1-yl)-N-(4-methylbenzyl)benzamide BrC=1C=C(C(=O)NCC2=CC=C(C=C2)C)C=C(C1)\C=C\C(=O)N(C)C